α,α-Dimethylphenylethylacetat CC(C(=O)[O-])(C)CCC1=CC=CC=C1